C(#C)C=1C=C(C=NC1)N1C(CCC1)C#N 1-(5-ethynylpyridin-3-yl)pyrrolidine-2-nitrile